(R)-1-(3-(4-(cyclopropylmethyl)-3-ethylpiperazine-1-carbonyl)-4-fluorobenzyl)-5-ethylpyrimidine-2,4(1H,3H)-dione C1(CC1)CN1[C@@H](CN(CC1)C(=O)C=1C=C(CN2C(NC(C(=C2)CC)=O)=O)C=CC1F)CC